NC1=CC=C(C=C1)C(C1=CC=C(N)C=C1)C1=CC=C(C=C1)OC 4-[(4-aminophenyl)(4-methoxyphenyl)methyl]aniline